3-(2-acryloyl-2,6-diazaspiro[3.4]octan-6-yl)-5-(1,6-dimethyl-1H-indazol-7-yl)-2-(pyridin-2-ylmethoxy)isonicotinonitrile C(C=C)(=O)N1CC2(C1)CN(CC2)C2=C(C#N)C(=CN=C2OCC2=NC=CC=C2)C=2C(=CC=C1C=NN(C21)C)C